C(C)(C)(C)OC(=O)N1CC=2N=C(SC2C1)NC(=O)C=1C=NC(=CC1C1=CC(=NC=C1OC)Cl)C.CN(C1=CC=C(C=C1)N1CCC(CC1)C(F)(F)F)C dimethyl-4-(4-(trifluoromethyl)piperidin-1-yl)aniline tert-butyl-2-(2'-chloro-5'-methoxy-6-methyl-[4,4'-bipyridine]-3-carboxamido)-4,6-dihydro-5H-pyrrolo[3,4-d]thiazole-5-carboxylate